5-(4-bromophenyl)hexahydropyrimidine-2,4,6-trione BrC1=CC=C(C=C1)C1C(NC(NC1=O)=O)=O